C(C)N1N=CC=2C(=CC=CC12)N 1-ethyl-1H-indazol-4-amine